N-[2-(6-fluoro-chroman-2-yl)-2-oxo-ethyl]Carbamic acid tert-butyl ester C(C)(C)(C)OC(NCC(=O)C1OC2=CC=C(C=C2CC1)F)=O